diamylketone C(CCCC)C(=O)CCCCC